N[C@@H]1CN(CC1)C1=NC(=CC(=N1)N1CC=2C(=NC=CC2C1=O)C1=C(C=CC=C1OC)F)C 2-(2-((S)-3-aminopyrrolidin-1-yl)-6-methylpyrimidin-4-yl)-4-(2-fluoro-6-methoxyphenyl)-2,3-dihydro-1H-pyrrolo[3,4-c]pyridin-1-one